C(C)(=O)N1CCC(CC1)C1=CC=2COCC3=C(CN(C2N2C1=NN=C2)C(=O)OC(C)(C)C)C(=CC=C3)F tert-butyl 4-(1-acetylpiperidin-4-yl)-12-fluoro-8,13-dihydro-[1,2,4]triazolo[4',3':1,6]pyrido[3,2-c]benzo[g][1,5]oxazonine-14(6H)-carboxylate